tert-butyl ((5-cyclopropyl-6-(thiazol-4-ylmethoxy)-1-tosyl-1H-indol-2-yl)methyl)carbamate C1(CC1)C=1C=C2C=C(N(C2=CC1OCC=1N=CSC1)S(=O)(=O)C1=CC=C(C)C=C1)CNC(OC(C)(C)C)=O